(1s,3s)-3-(3-(2-(2-formyl-3-hydroxy-5-methoxyphenoxy)acetamido)-1H-pyrazol-5-yl)cyclobutyl (4-nitrophenyl) carbonate C(OC1CC(C1)C1=CC(=NN1)NC(COC1=C(C(=CC(=C1)OC)O)C=O)=O)(OC1=CC=C(C=C1)[N+](=O)[O-])=O